N[C@@H](C(=O)O)CNC(=O)C1=CC2=NC=CC(=C2S1)Br (R)-2-amino-3-[(7-bromothieno[3,2-b]pyridine-2-carbonyl)amino]propionic acid